4-bromomethylbenzamide BrCC1=CC=C(C(=O)N)C=C1